CN1CCC(CC1)OC(=O)N1CCN(C2=CC=CC=C12)C1=NC=CN=C1 1-Methylpiperidin-4-yl-4-(pyrazin-2-yl)-3,4-dihydroquinoxaline-1(2H)-carboxylate